4-((1R,3r,5S,6r)-6-(1-isopropyl-3-(3-(trifluoromethyl)phenyl)-1H-pyrazol-5-yl)bicyclo[3.1.0]hexane-3-yl)morpholine C(C)(C)N1N=C(C=C1C1[C@H]2CC(C[C@@H]12)N1CCOCC1)C1=CC(=CC=C1)C(F)(F)F